lithium bis(2-oxopropanoate) borate B([O-])(O)O.O=C(C(=O)O)C.O=C(C(=O)O)C.[Li+]